hydroxypropyl-calcium stearate C(CCCCCCCCCCCCCCCCC)(=O)[O-].OCCC[Ca+]